N1=CC=CC2=CC=CC(=C12)COC1=CC=CC(=N1)C1CCN(CC1)CC1=NC=2C(=NC(=CC2)C(=O)OC)N1C[C@H]1OCC1 methyl (S)-2-((4-(6-(quinolin-8-ylmethoxy) pyridin-2-yl) piperidin-1-yl) methyl)-3-(oxetan-2-ylmethyl)-3H-imidazo[4,5-b]pyridine-5-carboxylate